NC1=C(C=CC=C1)S(=O)(=O)[O-] 2-aminobenzensulfonate